gamma-butenolide C1(CC=CO1)=O